3-({[(1R)-6-{methyl-[4-(trifluoromethoxy)phenyl]amino}-1,2,3,4-tetrahydronaphthalen-1-yl]methyl}amino)pyridine-4-carboxylic acid CN(C=1C=C2CCC[C@H](C2=CC1)CNC=1C=NC=CC1C(=O)O)C1=CC=C(C=C1)OC(F)(F)F